[I-].C(C)[N+]1=CN(C=C1)C1=NC(=CC(=C1)C1=C(C=C(C=C1C(C)C)C(C)C)C(C)C)C1=CC=C(C=C1)F 3-Ethyl-1-(6-(4-fluorophenyl)-4-(2,4,6-triisopropylphenyl)pyridin-2-yl)-1H-imidazol-3-ium iodide